tert-butyl (2R)-2-[(4-tert-butylphenyl)-[2-(cyclohexylamino)-2-oxo-1-(3-pyridyl)ethyl]carbamoyl]-4,4-dimethyl-pyrrolidine-1-carboxylate C(C)(C)(C)C1=CC=C(C=C1)N(C(=O)[C@@H]1N(CC(C1)(C)C)C(=O)OC(C)(C)C)C(C(=O)NC1CCCCC1)C=1C=NC=CC1